trans-[(3S)-3-(3,5-difluorophenyl)isoxazolidin-2-yl]-[4-[[4-(3-hydroxyoxetan-3-yl)phenyl]methyl]cyclohexyl]methanone FC=1C=C(C=C(C1)F)[C@H]1N(OCC1)C(=O)[C@@H]1CC[C@H](CC1)CC1=CC=C(C=C1)C1(COC1)O